(2R,3S)-2-(3-(7-(1-(tert-butyl)-1H-pyrazol-4-yl)-5-chloro-1H-benzo[d]imidazol-1-yl)propyl)piperidin-3-ol C(C)(C)(C)N1N=CC(=C1)C1=CC(=CC2=C1N(C=N2)CCC[C@H]2NCCC[C@@H]2O)Cl